ClC=1C(=C(C=CC1)NC1=C(NC2=C1C(NCC2)=O)C2=C(C=NC=C2)C#C[C@H](C)NC(C=C)=O)OC N-[(2S)-4-(4-{3-[(3-chloro-2-methoxyphenyl)amino]-4-oxo-1H,5H,6H,7H-pyrrolo[3,2-c]pyridin-2-yl}pyridin-3-yl)but-3-yn-2-yl]prop-2-enamide